3-isopropylpiperidin-3-ol C(C)(C)C1(CNCCC1)O